C(C)OC(=O)C=1OC(C(C1C1=C(C(=C(C=C1)F)CO[Si](C)(C)C(C)(C)C)OC)C)(C(F)(F)F)C 3-(((tert-butyldimethylsilyloxy)methyl)-4-fluoro-2-methoxyphenyl)-4,5-dimethyl-5-(trifluoromethyl)-4,5-dihydrofuran-2-carboxylic acid ethyl ester